OC=1C=C(C=CC1O)C=CC(=O)O 3,4-dihydroxyl-benzeneacrylic acid